C(C)C1=CC=C(C=C1)C=1C(C(C=O)C=CC1)(C)C 3-(4-ethylphenyl)-2,2-dimethylbenzaldehyde